N-methyl-5-[7-(1H-pyrazol-4-yl)-1H-imidazo[4,5-c]pyridin-4-yl]-N-(2,2,6,6-tetramethylpiperidin-4-yl)[1,3]thiazolo[5,4-d][1,3]thiazol-2-amine CN(C=1SC=2N=C(SC2N1)C1=NC=C(C2=C1N=CN2)C=2C=NNC2)C2CC(NC(C2)(C)C)(C)C